FC=1C(=C(C=CC1)NC(C=NO)=O)[N+](=O)[O-] N-(3-fluoro-2-nitrophenyl)-2-(hydroxyimino)acetamide